trimethoxy[2-(oxiranylmethoxy)propyl]silane 1-methylpseudouridine-5'-triphosphate P(O)(=O)(OP(=O)(O)OP(=O)(O)O)OC[C@@H]1[C@H]([C@H]([C@@H](O1)C1=CN(C(=O)NC1=O)C)O)O.CO[Si](CC(C)OCC1OC1)(OC)OC